Methyl 2-bromo-4-(2-(dimethylamino)-2-carbonylethyl)benzoate BrC1=C(C(=O)OC)C=CC(=C1)CC(=C=O)N(C)C